C(C)OC(CC(=O)C1=C(C=C(C(=C1)F)Cl)Cl)=O 3-(2,4-dichloro-5-fluorophenyl)-3-oxopropionic acid ethyl ester